C(C)(=O)N1CCC(CC1)C(=O)N(C1=CC=CC=C1)CC=1N=C2N(C=CC(=C2)C=2OC(=NN2)C(F)F)C1 1-acetyl-N-((7-(5-(difluoromethyl)-1,3,4-oxadiazol-2-yl)imidazo[1,2-a]pyridin-2-yl)methyl)-N-phenylpiperidine-4-carboxamide